5-dodecylthiophene C(CCCCCCCCCCC)C1=CC=CS1